CN1N=CC(=C1)C1=CC2=C(N[C@@H](CN2)[C@H](C2=CC=CC=C2)NCCC2=CC=C(C#N)C=C2)N=C1 |&1:11| 4-(2-(((S)-((S and R)-7-(1-methyl-1H-pyrazol-4-yl)-1,2,3,4-tetrahydropyrido[2,3-b]pyrazin-3-yl)(phenyl)methyl)amino)ethyl)benzonitrile